7-chloro-4-(3-isopropyl-5-(piperidin-4-yl)-1H-indol-2-yl)-1H-indazole ClC=1C=CC(=C2C=NNC12)C=1NC2=CC=C(C=C2C1C(C)C)C1CCNCC1